C(C=C)C1=C(C=CC=C1C(C)(C)C)O 2-allyl-3-tert-butylphenol